C1(CC1)C=1C=C(CCC2(CN(CCC2)C2=CC(=C(C(=C2)F)S(=O)(=O)N(C2=NC=NC=C2)CC2=C(C=C(C=C2)OC)OC)F)N(C)C)C=CC1 4-(3-(3-Cyclopropylphenethyl)-3-(dimethylamino)piperidin-1-yl)-N-(2,4-dimethoxy-benzyl)-2,6-difluoro-N-(pyrimidin-4-yl)benzenesulfonamide